2-{[(tert-butoxy)carbonyl]amino}-5-chlorothiophene-3-carboxylic acid C(C)(C)(C)OC(=O)NC=1SC(=CC1C(=O)O)Cl